BrCCOC=1C=C2C(=C(COC2=CC1)CN1CCCC1)C1=CC=C(C=C1)F 1-((6-(2-bromoethoxy)-4-(4-fluorophenyl)-2H-chromen-3-yl)methyl)pyrrolidine